C(C)(C)(C)NC(CN(C)C=1C2=C(N=C(N1)C1=NC=C(N=C1)O)CCC2)=O N-(tert-butyl)-2-((2-(5-hydroxypyrazin-2-yl)-6,7-dihydro-5H-cyclopenta[d]pyrimidin-4-yl)(methyl)amino)acetamide